C(C)(C)C1=C(C=C(C(=C1)OC)C1=CC=CC=C1)OC=1C(=NC(=NC1)N)N 5-(4-Isopropyl-6-methoxy-biphenyl-3-yloxy)-pyrimidine-2,4-diamine